NC=1C2=C(N=CN1)N(C(=C2C2=CC(=C(C=C2)OC2=NC=CC(=N2)C)F)C=2C=CC(=NC2)NC(C(=C)C2CC2)=O)C N-(5-(4-amino-5-(3-fluoro-4-((4-methylpyrimidin-2-yl)oxy)phenyl)-7-methyl-7H-pyrrolo[2,3-d]pyrimidin-6-yl)pyridin-2-yl)-2-cyclopropylacrylamide